S([O-])(O)(=O)=O.C[N+]1=C(C=CC=C1)C=C methyl-2-vinyl-pyridinium bisulfate